C(C)(C)(C)C1=NN=C(O1)C=1C=CC2=C(N(C([C@H](CS2(=O)=O)NC(OC(C)(C)C)=O)=O)CC2=CC=C(C=C2)OCC(F)(F)F)C1 tert-butyl N-[(3R)-7-(5-tert-butyl-1,3,4-oxadiazol-2-yl)-1,1,4-trioxo-5-[[4-(2,2,2-trifluoroethoxy)phenyl]methyl]-2,3-dihydro-1λ6,5-benzothiazepin-3-yl]carbamate